ethyl acrylate carbonate C(O)(O)=O.C(C=C)(=O)OCC